N-(2-isobutyl-2-azaspiro[3.3]heptan-6-yl)-5-(quinoxalin-6-yl)pyrrolo[2,1-f][1,2,4]triazin-2-amine C(C(C)C)N1CC2(C1)CC(C2)NC2=NN1C(C=N2)=C(C=C1)C=1C=C2N=CC=NC2=CC1